C1(CCCCC1)[C@@H](C(=O)NC=1C=C2CC(CC2=CC1)(C(NC)=O)N1C(NC(C1)CC1CC1)=O)NC(=O)C1=CC=NN1C N-((1S)-1-cyclohexyl-2-((2-(4-(cyclopropylmethyl)-2-oxoimidazolidin-1-yl)-2-(methylcarbamoyl)-2,3-dihydro-1H-inden-5-yl)amino)-2-oxoethyl)-1-methyl-1H-pyrazole-5-carboxamide